3-((4-(2-(((2-(2,6-dioxopiperidin-3-yl)-4-fluoro-1,3-dioxoisoindolin-5-yl)methyl)(methyl)amino)-4-methylthiazol-5-yl)-5-fluoropyrimidin-2-yl)amino)benzenesulfonamide O=C1NC(CCC1N1C(C2=CC=C(C(=C2C1=O)F)CN(C=1SC(=C(N1)C)C1=NC(=NC=C1F)NC=1C=C(C=CC1)S(=O)(=O)N)C)=O)=O